lithium bis(trimethylstannyl)amine C[Sn](C)(C)N[Sn](C)(C)C.[Li]